CN1C=NC2=C1C=CC(=C2)O 1-methylbenzimidazol-5-ol